C(CCCCCCCCCCCCCCCCCCCCCCCC)(=O)OCCCCCCCCCCCCCCC Pentadecyl Pentacosanoate